CN1N=CC=C1C=1N=C(C2=C(N1)C=NC=C2)C=2C(=NC=CC2)N [2-(1-methyl-1H-pyrazol-5-yl)pyrido[3,4-d]pyrimidin-4-yl]pyridin-amine